C(C)(C)C1=C(NC2=CC=C(C=C12)C1CCN(CC1)CC(=O)NC)C=1C=C(C=2N(N1)C=CN2)C 2-(4-(3-isopropyl-2-(8-methylimidazo[1,2-b]pyridazin-6-yl)-1H-indol-5-yl)piperidin-1-yl)-N-methylacetamide